bis[n-butylcyclopentadienyl]zirconium dichloride [Cl-].[Cl-].C(CCC)C1(C=CC=C1)[Zr+2]C1(C=CC=C1)CCCC